[Cl-].C[N+](C)(CC=C)CCCCCCCCCCCCCCCC N,N-dimethyl-hexadecyl-allyl-ammonium chloride